FC1=C(C=CC=C1C(CF)(F)F)[C@@H](C)NC([O-])=O [(1R)-1-[2-fluoro-3-(1,1,2-trifluoroethyl)phenyl]ethyl]carbamate